Methyl 1-((3S,10R,13S)-3-azido-10,13-dimethyl-2,3,4,7,8,9,10,11,12,13,14,15-dodecahydro-1H-cyclopenta[a]phenanthren-17-yl)-1H-imidazole-4-carboxylate N(=[N+]=[N-])[C@H]1CC[C@@]2(C3CC[C@@]4(C(=CCC4C3CC=C2C1)N1C=NC(=C1)C(=O)OC)C)C